2-((6-hydroxybenzo[d]thiazol-2-yl)amino)-N-(pyrrolidin-3-yl)isonicotinamide OC1=CC2=C(N=C(S2)NC=2C=C(C(=O)NC3CNCC3)C=CN2)C=C1